C12=CC=C(N1)C=C1C=CC(=N1)C=C1C=CC(N1)=CC=1C=CC(N1)=C2.[Al] aluminum compound with porphyrin